[Cs].N1N=NN=C1 tetrazole cesium salt